FC1=CC=CC2=C1N=C(O2)C2=CC=C(C=C2)NC(=O)C2CCS(CC2)(=O)=O N-[4-(4-fluoro-1,3-benzooxazol-2-yl)phenyl]-1,1-dioxo-thiane-4-carboxamide